COC1=CC=2C3=CC=CC(=C3C(NC2C(=C1)C)=O)C 2-methoxy-4,7-dimethyl-6(5H)-phenanthridinone